5-bromo-2-(tert-butyl)-7-(methylsulfanyl)isoindolin-1-one BrC=1C=C2CN(C(C2=C(C1)SC)=O)C(C)(C)C